C(C)(C)(C)C1=C(C(=CC=C1C)C(C)(C)C)C(O)(C(CO)(CO)CO)C1=C(C(=CC=C1C(C)(C)C)C)C(C)(C)C Bis(2,6-ditert.butyl-e-methylphenyl)pentaerythritol